4-(((R)-1-(3-(isopropylamino)-5-(trifluoromethyl)phenyl)ethyl)amino)-7-methoxy-2-methylquinoline C(C)(C)NC=1C=C(C=C(C1)C(F)(F)F)[C@@H](C)NC1=CC(=NC2=CC(=CC=C12)OC)C